C(C)(C)(C)OC(=O)N1CC(C1)C(=O)O\N=C(\CC1(CC1)C(F)(F)F)/N azetidine-1,3-dicarboxylic acid O3-[(Z)-[1-amino-2-[1-(trifluoromethyl) cyclopropyl] ethylidene] amino] O1-tert-butyl ester